tert-butyl (6S,7R)-7-[3-(2,6-dibenzyloxy-3-pyridyl)-1-methyl-indazol-6-yl]oxy-6-methyl-2-azaspiro[3.5]nonane-2-carboxylate C(C1=CC=CC=C1)OC1=NC(=CC=C1C1=NN(C2=CC(=CC=C12)O[C@H]1[C@H](CC2(CN(C2)C(=O)OC(C)(C)C)CC1)C)C)OCC1=CC=CC=C1